1-(5-fluoro-6-(4-((1-(5-methoxy-4-nitro-2-vinylphenyl)piperidin-4-yl)methyl)piperazin-1-yl)-1-methyl-1H-indazol-3-yl)dihydropyrimidine-2,4(1H,3H)-dione FC=1C=C2C(=NN(C2=CC1N1CCN(CC1)CC1CCN(CC1)C1=C(C=C(C(=C1)OC)[N+](=O)[O-])C=C)C)N1C(NC(CC1)=O)=O